3-(isoquinolin-4-yl)-6-(trifluoromethyl)quinazoline-2,4(1H,3H)-dione C1=NC=C(C2=CC=CC=C12)N1C(NC2=CC=C(C=C2C1=O)C(F)(F)F)=O